C(C)NC1=NC=CC=C1 N-Ethyl-2-pyridinamine